6'-[[3,3',5,5'-tetrakis(1,1-dimethylethyl)-[1,1'-biphenyl]-2,2'-diyl]bis(oxy)]bis-dibenzo[d,f][1,3,2]dioxaphosphepin CC(C)(C)C=1C(=C(C=C(C1)C(C)(C)C)C1=C(C(=CC(=C1)C(C)(C)C)C(C)(C)C)OC1=CC=CC=2OPOC3=C(C21)C=CC=C3)OC3=CC=CC=2OPOC1=C(C23)C=CC=C1